NC=1C(=NC(=CN1)C=1C=NN(C1)[C@@H]1CNCC1)C(=O)OC(C(=O)NC1=CC=C(C=C1)F)C1=CC=CC=C1 2-((4-fluorophenyl)amino)-2-oxo-1-phenylethyl 3-amino-6-(1-((S)-pyrrolidin-3-yl)-1H-pyrazol-4-yl)pyrazine-2-carboxylate